IC=1C=NN2C1C(NCC2C)=O 3-iodo-7-methyl-6,7-dihydro-5H-pyrazolo[1,5-A]pyrazin-4-one